FC(C1=CC=CC(=N1)N1CCN(CC1)C(=O)C1(CCCC1)NC#CC1=CC=CC=C1)(F)F ((1-(4-(6-(trifluoromethyl)pyridin-2-yl)piperazine-1-carbonyl)cyclopentyl)amino)phenylacetylene